ClC1=C(CN2C3=C(SCC2)C=C(C=C3)NC(=O)NC3=CC=C2C=CNC2=C3)C(=CC=C1)F 1-(4-(2-chloro-6-fluorobenzyl)-3,4-dihydro-2H-benzo[b][1,4]thiazin-7-yl)-3-(1H-indol-6-yl)urea